5-vinylphenol C(=C)C=1C=CC=C(C1)O